N[C@H]1C2N(CC1CC2)C(=O)C=2C=C(C=1N(C2)N=C(C1C)C=1N(C2=CC(=CC=C2C1)C1=CC(=C(C=C1)O)F)CC1CC1)F ((7R)-7-amino-2-azabicyclo[2.2.1]hept-2-yl)(2-(1-(cyclopropylmethyl)-6-(3-fluoro-4-hydroxyphenyl)-1H-indol-2-yl)-4-fluoro-3-methylpyrazolo[1,5-a]pyridin-6-yl)methanone